trimethylcyclohexenyl-butenone CC(=C(C(CC1=CCCCC1)=O)C)C